ls-2,4,6-tricarboxyl-phloroglucinol C(=O)(O)C1=C(O)C(=C(C(=C1O)C(=O)O)O)C(=O)O